C(C)(C)(C)[Si](OCC=1C=C(C=CC1C)[C@@H](C(C(=O)OCC1=CC=CC=C1)C)C1=C(C2=C(N(N=N2)C)C=C1)C)(C)C (3R)-benzyl 3-(3-(((tertbutyldimethylsilyl)oxy)methyl)-4-methylphenyl)-3-(1,4-dimethyl-1H-benzo[d][1,2,3]triazol-5-yl)-2-methylpropanoate